O(P1(OC2=CC(=CC=C2)OP(O1)(=O)[O-])=O)C1=C(C=CC=C1C)C (2,6-xylyl) 1,3-phenylene diphosphate